(S)-(1-(3-bromo-4-chlorophenyl)-2-hydroxyethyl)carbamic acid tert-butyl ester C(C)(C)(C)OC(N[C@H](CO)C1=CC(=C(C=C1)Cl)Br)=O